BrC=1C(=NC=CC1)O bromopyridol